(R)-N-(3,3-difluoro-1-(methylsulfonyl)piperidin-4-yl)-4-(methoxy-d3)-5-(1-(2,2,2-trifluoroethyl)-1H-benzo[d][1,2,3]triazol-6-yl)pyrrolo[2,1-f][1,2,4]triazin-2-amine FC1(CN(CC[C@H]1NC1=NN2C(C(=N1)OC([2H])([2H])[2H])=C(C=C2)C=2C=CC1=C(N(N=N1)CC(F)(F)F)C2)S(=O)(=O)C)F